FC1=C(C=C2CN(C(C2=C1)=O)C1C(NC(CC1)=O)=O)C1CCN(CC1)CCCCCCOC1=CC=C(C=C1)[C@H]1[C@H](CCC2=CC(=CC=C12)O)C1=CC=CC=C1 3-(6-fluoro-5-(1-(6-(4-((1R,2S)-6-hydroxy-2-phenyl-1,2,3,4-tetrahydro-naphthalen-1-yl)phenoxy)hexyl)piperidin-4-yl)-1-oxoisoindolin-2-yl)piperidine-2,6-dione